FC(OC1=C(C=C(C=C1)OC1=CC(=CC=C1)C1(CN(C1)C)O)C1=NN(C=C1NC(=O)C=1C=NN2C1N=CC=C2)C2COC2)F N-[3-[2-(difluoromethoxy)-5-[3-(3-hydroxy-1-methyl-azetidin-3-yl)phenoxy]phenyl]-1-(oxetan-3-yl)pyrazol-4-yl]pyrazolo[1,5-a]pyrimidine-3-carboxamide